COCCN1C(=NCC1=O)C (E)-1-(2-methoxyethyl)-2-methyl-4,5-dihydro-1H-imidazol-5-one